C(CCCCC(C)C)[Si](OCC)(OCC)OCC i-octyl-triethoxysilane